6-bromo-N-(4,6-dimethoxypyrimidin-2-yl)-1H-pyrrolo[2,3-B]pyridine-3-sulfonamide BrC1=CC=C2C(=N1)NC=C2S(=O)(=O)NC2=NC(=CC(=N2)OC)OC